Cl.FC1=C2CCNCC2=CC=N1 5-fluoro-1,2,3,4-tetrahydro-2,6-naphthyridine hydrochloride